C(C)(C)(C)OC(=O)N(C(OC(C)(C)C)=O)C1=NC(=C(C=C1Cl)NC(C(F)(F)F)=O)I tert-butyl N-((tert-butoxy)carbonyl)-N-(3-chloro-6-iodo-5-(trifluoroacetylamino)pyridin-2-yl)carbamate